3-(2-Ethylhexyl)amino-1-pentylamine C(C)C(CNC(CCN)CC)CCCC